O1C(OCC1)C1=CC(=C(C(=C1C(CF)O)F)[Si](C)(C)C)F 1-(6-(1,3-dioxolan-2-yl)-2,4-difluoro-3-(trimethylsilyl)phenyl)-2-fluoroethan-1-ol